COC(=O)C1(CCC2(C(CC3=CC=C(C=C23)O)C[C@H](COC2=C3C(=NC=C2)C=CS3)C)CC1)NC1=CC(=CC=C1)Cl 4-(3-Chloroanilino)-6'-hydroxy-2'-{(2R)-2-methyl-3-[(thieno[3,2-b]pyridin-7-yl)oxy]propyl}-2',3'-dihydrospiro[cyclohexane-1,1'-indene]-4-carboxylic acid methyl ester